6-(1,1-difluoroethyl)-5-fluoro-N-[(4-methylpyridin-3-yl)methyl]pyridine-3-carboxamide FC(C)(F)C1=C(C=C(C=N1)C(=O)NCC=1C=NC=CC1C)F